12-tridecyl ether CCCCCCCCCCCC(C)OC(CCCCCCCCCCC)C